BrC1=CC2=C(N=C(N=C2)SC)NC1=O 6-bromo-2-methylsulfanyl-8H-pyrido[2,3-d]pyrimidin-7-one